N,N,N',N'-tetraisopropyl-1-(3-(4-fluorophenyl)propyloxy)phosphanediamine C(C)(C)N(P(N(C(C)C)C(C)C)OCCCC1=CC=C(C=C1)F)C(C)C